cis-N1-(5-(1-methyl-1H-benzo[d][1,2,3]triazol-6-yl)pyrrolo[2,1-f][1,2,4]triazin-2-yl)cyclohexane-1,4-diamine CN1N=NC2=C1C=C(C=C2)C=2C=CN1N=C(N=CC12)N[C@@H]1CC[C@@H](CC1)N